N1N=CC(=C1)C1=CC=C(C=C1)N1C(N(C2(C1)CCN(CC2)C(=O)C2CCC(CC2)(F)F)CC2=CC(=CC=C2)OC)=O 3-(4-(1H-pyrazol-4-yl)phenyl)-8-(4,4-difluorocyclohexylcarbonyl)-1-(3-methoxybenzyl)-1,3,8-triazaspiro[4.5]decan-2-one